(23R)-2α,3α-dihydroxy-23-ethyl-5α-cholan-6-one O[C@H]1[C@H](C[C@@H]2C(C[C@H]3[C@@H]4CC[C@H]([C@@H](C[C@H](C)CC)C)[C@]4(CC[C@@H]3[C@]2(C1)C)C)=O)O